C(C=C)(=O)N1C[C@@H](N(CC1)C=1C2=C(N(C(N1)=O)C=1C(=NC=CC1C)C(C)C)N=C(C(=C2)C2CC2)C2=C(C=CC(=C2)F)F)C (S)-4-(4-acryloyl-2-methylpiperazin-1-yl)-6-cyclopropyl-7-(2,5-difluorophenyl)-1-(2-isopropyl-4-methylpyridin-3-yl)pyrido[2,3-d]pyrimidin-2(1H)-one